ClC=1C=C2C(=NC(=NC2=C(C1C1=CC(=CC2=CC=CC=C12)O)F)OCC1(N(CCC1)C)COC)N1CC2CCC(C1)N2 4-(6-chloro-4-{3,8-diazabicyclo[3.2.1]octan-3-yl}-8-fluoro-2-{[2-(methoxymethyl)-1-methylpyrrolidin-2-yl]methoxy}quinazolin-7-yl)naphthalen-2-ol